ClC=1C=C(C=CC1N1C(N(C=C1)C)=O)C1=C(C(=CC(=C1)F)C=1C=C2C(=NN(C2=CC1)C1OCCCC1)CNC)OC 1-(3-chloro-5'-fluoro-2'-methoxy-3'-(3-((methylamino)methyl)-1-(tetrahydro-2H-pyran-2-yl)-1H-indazol-5-yl)-[1,1'-biphenyl]-4-yl)-3-methyl-1H-imidazol-2(3H)-one